Cl.C1(CC1)NC(C1=C(C=C(C=C1)C=1C=NN2C1N=C(C=C2NCC2CC2)N[C@@H]2[C@@H](CCCC2)O)C)=O N-cyclopropyl-4-(7-((cyclopropylmethyl)amino)-5-(((1S,2R)-2-hydroxycyclohexyl)amino)pyrazolo[1,5-a]pyrimidin-3-yl)-2-methylbenzamide hydrochloride